2-bromo-N-[5-(4-fluorophenoxy)pyridin-2-yl]-2-methylpropanamide BrC(C(=O)NC1=NC=C(C=C1)OC1=CC=C(C=C1)F)(C)C